COC1=C(C=CC(=C1)N1N=CC=N1)B(O)O (2-methoxy-4-(2H-1,2,3-triazol-2-yl)phenyl)boronic acid